Cl.Cl.Cl.C(C)C=1C=2N(C=C(C1)C=1C=C(C(=NC1)C=1N=NC(=CC1)O[C@@H]1[C@@H](C(NC(C1)(C)C)(C)C)F)O)C=C(N2)C 5-(8-ethyl-2-methylimidazo[1,2-a]pyridin-6-yl)-2-(6-{[(3R,4S)-3-fluoro-2,2,6,6-tetramethylpiperidin-4-yl]oxy}pyridazin-3-yl)pyridin-3-ol trihydrochloride